CN(C(C)C=1SC(=CN1)S(=O)(=O)Cl)C 2-(1-(dimethylamino)ethyl)thiazole-5-sulfonyl chloride